2-(4-bromo-2,5-dimethoxyphenyl)ethanamine acetate C(C)(=O)O.BrC1=CC(=C(C=C1OC)CCN)OC